methyl (Z)-5-(5-oxo-2-((triisopropylsilyl)methylene)-2,5-dihydrofuran-3-yl)pentanoate O=C1C=C(/C(/O1)=C/[Si](C(C)C)(C(C)C)C(C)C)CCCCC(=O)OC